4-aminobutyl 4-methyl-2-[3-[[3-(5-methyl-1,2,4-oxadiazol-3-yl)benzoyl]amino]propanoylamino]thiazole-5-carboxylate hydrochloride Cl.CC=1N=C(SC1C(=O)OCCCCN)NC(CCNC(C1=CC(=CC=C1)C1=NOC(=N1)C)=O)=O